2-(Methylthio)-4-(((trifluoromethyl)sulfonyl)oxy)-5,6-dihydropyrido[3,4-d]pyrimidine-7(8H)-carboxylic acid tert-butyl ester C(C)(C)(C)OC(=O)N1CC=2N=C(N=C(C2CC1)OS(=O)(=O)C(F)(F)F)SC